N-(4-(4-amino-1-(((2S,4R)-4-hydroxy-1-(1H-1,2,4-triazole-1-carbonyl)pyrrolidin-2-yl)methyl)-1H-pyrazolo[3,4-d]pyrimidin-3-yl)benzyl)-5-fluoro-2-methoxybenzamide NC1=C2C(=NC=N1)N(N=C2C2=CC=C(CNC(C1=C(C=CC(=C1)F)OC)=O)C=C2)C[C@H]2N(C[C@@H](C2)O)C(=O)N2N=CN=C2